CN(C1=NC=CC(=C1)C1=CN2C(S1)=C(C=N2)C(=O)NC=2C(=NC=C(C2)C(NCCN2C(CCC2)(C)C)=O)C)C 2-(2-(dimethylamino)pyridin-4-yl)-N-(5-((2-(2,2-dimethylpyrrolidin-1-yl)ethyl)carbamoyl)-2-methylpyridin-3-yl)pyrazolo[5,1-b]thiazole-7-carboxamide